FC1(C[C@H]([C@H](C2=CC=C(C=C12)O)C1=CC=C(C=C1)N1CCC(CC1)C=O)C1=CC=CC=C1)F 1-(4-((1S,2R)-4,4-difluoro-6-hydroxy-2-phenyl-1,2,3,4-tetrahydronaphthalen-1-yl)phenyl)piperidine-4-carbaldehyde